BrC1=CN=C(S1)COC(F)F 5-bromo-2-[(difluoromethoxy)methyl]thiazole